3-(((tetrahydro-2H-pyran-2-yl)oxy)methyl)thiophene-2-carbaldehyde O1C(CCCC1)OCC1=C(SC=C1)C=O